C(C)(C)(C)OC(=O)N1CC2=CC=CC=C2C[C@H]1[C@@H](CNC(C1=C(C=C(C=C1)Br)O)=O)O[Si](C)(C)C(C)(C)C (S)-3-((R)-2-(4-bromo-2-hydroxybenzoylamino)-1-((tert-butyldimethylsilyl)oxy)ethyl)-3,4-dihydroisoquinoline-2(1H)-carboxylic acid tert-butyl ester